NC1=CC(=CC(=N1)OC)B(O)O 6-AMINO-2-METHOXYPYRIDINE-4-BORONIC ACID